C(=O)(O)CCCCCCCOC(COCCCCCCCC(=O)O)COCCOCCOCCOCCOC(C1=CC=CC=C1)(C1=CC=CC=C1)C1=CC=CC=C1 8-[2-(7-carboxyheptoxy)-3-[2-[2-[2-(2-trityloxyethoxy)ethoxy]ethoxy]ethoxy]propoxy]octanoic acid